[Rb+].[Cs+].S(=O)(=O)([O-])[O-].[Ca+2].S(=O)(=O)([O-])[O-] calcium sulfate, cesium-rubidium salt